(S)-1-(2-((2-((3-chloro-2-fluorobenzyl)amino)-2-oxoethyl)(4-hydroxybut-2-yl)amino)-2-oxoethyl)-1H-indazole-3-carboxamide ClC=1C(=C(CNC(CN(C(CN2N=C(C3=CC=CC=C23)C(=O)N)=O)[C@@H](C)CCO)=O)C=CC1)F